CO[C@@H]1C[C@@H](N(C1)C(=O)OC(C)(C)C)C(N[C@@H](C)C1=CC=C(C=C1)C1=C(N=CS1)C)=O tert-butyl (2R,4R)-4-methoxy-2-(((S)-1-(4-(4-methylthiazol-5-yl)phenyl)ethyl)carbamoyl)pyrrolidine-1-carboxylate